2-(3-bromo-4-fluorophenyl)-1,3-dioxolane BrC=1C=C(C=CC1F)C1OCCO1